2-(trifluoromethyl)spiro[6,7-dihydro-1,6-naphthyridine-8,1'-cyclopropane]-5-one FC(C1=NC2=C(C=C1)C(NCC21CC1)=O)(F)F